N-methyl-4-(piperidin-4-yl)-N-[4-(piperidin-4-yl)phenyl]benzamide CN(C(C1=CC=C(C=C1)C1CCNCC1)=O)C1=CC=C(C=C1)C1CCNCC1